FC(C=1C(=C2N(N1)CCN2CC2=CC(=CC=C2)C(F)(F)F)C(=O)N[C@@H](C)C2=CC=C(C(=O)OC)C=C2)F Methyl (S)-4-(1-(6-(difluoromethyl)-1-(3-(trifluoromethyl)benzyl)-2,3-dihydro-1H-imidazo[1,2-b]pyrazole-7-carboxamido)ethyl)benzoate